1-phenyl-2,5,8,11-tetraoxatridecan-13-yl methanesulfonate CS(=O)(=O)OCCOCCOCCOCCOCC1=CC=CC=C1